ClC=1C=C(N2N=C(N=CC21)C=2C(=NC=NC2OC)C2CC2)CC2=CC=C(C=C2)C=2N(C=C(N2)C(F)(F)F)C(C)C 5-chloro-2-(4-cyclopropyl-6-methoxypyrimidin-5-yl)-7-(4-(1-isopropyl-4-(trifluoromethyl)-1H-imidazol-2-yl)benzyl)pyrrolo[2,1-f][1,2,4]triazine